CC(C#N)(CCC1=NC=CC=C1)C 2,2-dimethyl-4-(2-pyridinyl)butyronitrile